butyl N-(3-bromo-5-fluoro-3-methyl-2-oxo-indolin-7-yl)-N-ethyl-carbamate BrC1(C(NC2=C(C=C(C=C12)F)N(C(OCCCC)=O)CC)=O)C